C(C1=CC=CC=C1)OC1=NC(=CC=C1N1C(NC2=C1C=CC=C2I)=O)OCC2=CC=CC=C2 3-(2,6-dibenzyloxy-3-pyridinyl)-7-iodo-1H-benzimidazol-2-one